2-bromo-1,3-diiodo-5-methylbenzene BrC1=C(C=C(C=C1I)C)I